fluoroboc carbamate C(N)(OC(=O)OC(CF)(C)C)=O